ClC=1C(=CC(=C(C1)S(=O)(=O)NC=1SC=CN1)F)NC[C@]1(NC[C@H](C1)O)CC1=CC(=CC=C1)C#N 5-chloro-4-((((2S,4S)-2-(3-cyanobenzyl)-4-hydroxypyrrolidin-2-yl)methyl)amino)-2-fluoro-N-(thiazol-2-yl)benzenesulfonamide